3-(4-(hydroxymethyl)cyclohexyl)propan-1-ol tert-butyl-(R)-4-(4-bromo-2-cyanophenyl)-3-ethylpiperazine-1-carboxylate C(C)(C)(C)[C@H]1N(CCN(C1CC)C1=C(C=C(C=C1)Br)C#N)C(=O)OCCCC1CCC(CC1)CO